5-(4-fluorophenyl)-4-methoxy-6-methylpyridazine-3-carboxylic acid FC1=CC=C(C=C1)C=1C(=C(N=NC1C)C(=O)O)OC